COC=1C=C(C=CC1)N1C2(C3=CC=CC=C3C1=O)CCC1(CC2)OCCO1 2''-(3-methoxyphenyl)dispiro[[1,3]dioxolane-2,1'-cyclohexane-4',1''-isoindol]-3''(2''H)-one